FC1=C(C=C(C=C1)[N+](=O)[O-])C(F)(F)F 1-fluoro-4-nitro-2-trifluoromethyl-benzene